ClC=1C=C(C=C2C=CNC(C12)=O)N1CCN(CC1)C1CCN(CC1)C(=O)OC(C)(C)C tert-butyl 4-(4-(8-chloro-1-oxo-1,2-dihydroisoquinolin-6-yl)piperazin-1-yl)piperidine-1-carboxylate